2,2'-((2-(3-(octan-2-yloxy)-5-pentadecylphenoxy)ethyl)azanediyl)diethanol CC(CCCCCC)OC=1C=C(OCCN(CCO)CCO)C=C(C1)CCCCCCCCCCCCCCC